tert-butyl (R)-3-chloro-1-(3,3-dimethylmorpholino)-12-oxo-6a,7,9,10-tetrahydro-12H-pyrazino[2,1-c]pyrido[3,4-f][1,4]oxazepine-8(6H)-carboxylate ClC1=CC2=C(C(N3[C@@H](CO2)CN(CC3)C(=O)OC(C)(C)C)=O)C(=N1)N1C(COCC1)(C)C